(R)-4-(2-amino-4-((1-hydroxyhexan-2-yl)amino)pyrido[3,2-d]pyrimidin-7-yl)-5-((Butyl(methyl)amino)methyl)pyridin-2(1H)-one NC=1N=C(C2=C(N1)C=C(C=N2)C2=CC(NC=C2CN(C)CCCC)=O)N[C@@H](CO)CCCC